FC=1C=C(C=C(C1N1CCC(CC1)(C(F)(F)F)O)F)NC=1C=CC2=C(OCC(N2C)=O)C1 7-((3,5-difluoro-4-(4-hydroxy-4-(trifluoromethyl)piperidin-1-yl)phenyl)amino)-4-methyl-2H-benzo[b][1,4]oxazin-3(4H)-one